1-tert-butyl 5-methyl 2-[4,7,10-tris({[1-(benzyloxy)-6-oxo-1,6-dihydropyridin-2-yl]methyl})-1,4,7,10-tetraazacyclododecan-1-yl]pentanedioate C(C1=CC=CC=C1)ON1C(=CC=CC1=O)CN1CCN(CCN(CCN(CC1)CC=1N(C(C=CC1)=O)OCC1=CC=CC=C1)CC=1N(C(C=CC1)=O)OCC1=CC=CC=C1)C(C(=O)OC(C)(C)C)CCC(=O)OC